ClC=1C2=C(N=CN1)OC(=C2)C=2C=NN(C2)C 4-Chloro-6-(1-methyl-1H-pyrazol-4-yl)furo[2,3-d]pyrimidine